4-methyl-2,3-dihydrofuro[2,3-b]Quinoline CC1=C2C(=NC3=CC=CC=C13)OCC2